N(C1=NNC=N1)C1=NNC=N1 3,3'-iminobis(1H-1,2,4-triazole)